NC1=CC(=C(C=C1)N1CCN(CC1)CC1CCN(CC1)C(=O)OC(C)(C)C)F tert-butyl 4-((4-(4-amino-2-fluorophenyl)piperazin-1-yl)methyl)piperidine-1-carboxylate